O(C=1C=C(C=CC1)C1=CC=C(N)C=C1)C=1C=C(C=CC1)C1=CC=C(N)C=C1 4,4'-[oxybis(3,1-phenylene)]dianiline